C(C=1C(O)=CC=CC1)(=O)F salicylic acid, fluoride